(1S,2R,3R,4S,6R)-4,6-diamino-3-[(2R,6S)-6-(aminomethyl)tetrahydropyran-2-yl]oxy-cyclohexane-1,2-diol N[C@@H]1[C@H]([C@@H]([C@H]([C@@H](C1)N)O)O)O[C@H]1O[C@@H](CCC1)CN